[3-amino-6-[(1RS,2RS)-2-(trifluoromethyl)cyclopropyl]pyrazolo[3,4-b]pyridin-1-yl]-(2-methoxyphenyl)methanone NC1=NN(C2=NC(=CC=C21)[C@H]2[C@@H](C2)C(F)(F)F)C(=O)C2=C(C=CC=C2)OC |r|